NC1=C(C=C(C=N1)OC1=C(C(=O)OC)C=CC=C1)Br methyl 2-((6-amino-5-bromopyridin-3-yl)oxy)benzoate